C(C)(C)(C)NC1=NC=C(C(=N1)N[C@H]1COCCC1)C(=O)N (R)-2-(tert-butylamino)-4-(tetrahydro-2H-pyran-3-ylamino)pyrimidine-5-carboxamide